methyl-(5-(1H-pyrazol-1-yl)pyridin-2-yl)methanol CC(O)C1=NC=C(C=C1)N1N=CC=C1